BrC1=C(C=CC=2SC(=CC21)C(=O)OC)F Methyl 4-bromo-5-fluorobenzo[b]thiophene-2-carboxylate